7-Chloro-1,3-dihydro-5-(4-hydroxyphenyl)-1-methyl-3-(2-naphthalenylmethyl)-2H-1,4-benzodiazepin-2-one ClC=1C=CC2=C(C(=NC(C(N2C)=O)CC2=CC3=CC=CC=C3C=C2)C2=CC=C(C=C2)O)C1